BrC1=NC(=CC=C1)OCC1=C(C(=C(C=C1)Cl)C)F 2-bromo-6-((4-chloro-2-fluoro-3-methylbenzyl)oxy)pyridine